C(#N)C1=CC(=C(COC=2C=C(C=CC2F)C2CCN(CC2)CC2=NC3=C(N2C)C(=C(C=C3OC)C(=O)O)F)C=C1)F 2-((4-(3-((4-Cyano-2-fluorobenzyl)oxy)-4-fluorophenyl)piperidin-1-yl)methyl)-7-fluoro-4-methoxy-1-methyl-1H-benzo[d]imidazole-6-carboxylic acid